NCC1=CC(=C(C=C1)NC(=O)C1=CC2=C(OCCC3=C2SC=C3)C=C1C=1C(=NC(=CC1)C(NC1CCC(CC1)(C)C)=O)C(=O)OC)C methyl 3-(9-((4-(aminomethyl)-2-methylphenyl)carbamoyl)-4,5-dihydrobenzo[b]thieno[2,3-d]oxepin-8-yl)-6-((4,4-dimethylcyclohexyl)carbamoyl)picolinate